6-(6-(2-(5-cyclopropyl-3-(2,6-dichlorophenyl)isoxazol-4-yl)ethyl)-3,6-diazabicyclo[3.1.1]heptan-3-yl)-1-methyl-1H-indole-3-carboxylic acid C1(CC1)C1=C(C(=NO1)C1=C(C=CC=C1Cl)Cl)CCN1C2CN(CC1C2)C2=CC=C1C(=CN(C1=C2)C)C(=O)O